ClC=1C=C2C(CN(CC2=C(C1)Cl)C)C=1C=C(C=CC1)S(=O)(=O)N 3-(6,8-dichloro-2-methyl-1,2,3,4-tetrahydroisoquinolin-4-yl)benzenesulfonamide